N-(heptylmethylaminomethyl)acrylamide C(CCCCCC)C(NC(C=C)=O)NC